O=C1NC(CC[C@@H]1C=1C=C(C=CC1)N1CCC(CC1)CN1CCC(CC1)N(C(=O)C1(CCN(CC1)C1=CN=NC(=C1)C1=C(C=CC=C1)O)C1=CC=CC=C1)C)=O |r| RAC-(R)-N-(1-((1-(3-(2,6-DIOXOPIPERIDIN-3-YL)PHENYL)PIPERIDIN-4-YL)METHYL)PIPERIDIN-4-YL)-1-(6-(2-HYDROXYPHENYL)PYRIDAZIN-4-YL)-N-METHYL-4-PHENYLPIPERIDINE-4-CARBOXAMIDE